4-[[5-(2-chloro-4-methyl-phenoxy)-4-methyl-3-pyridinyl]oxy]-3-fluoro-N-(methylsulfaniosulfonyl)pyridin-2-amine ClC1=C(OC=2C(=C(C=NC2)OC2=C(C(=NC=C2)NS(=O)(=O)[SH+]C)F)C)C=CC(=C1)C